2-[2-({[(2S,4R)-1-[(2S)-2-[(1-fluorocyclopropyl)formamido]-3,3-dimethylbutanoyl]-4-hydroxypyrrolidin-2-yl]formamido}methyl)-5-(4-methyl-1,3-thiazol-5-yl)phenoxy]acetic acid FC1(CC1)C(=O)N[C@H](C(=O)N1[C@@H](C[C@H](C1)O)C(=O)NCC1=C(OCC(=O)O)C=C(C=C1)C1=C(N=CS1)C)C(C)(C)C